trimethyl-octyl-phosphonium C[P+](CCCCCCCC)(C)C